5-chloro-6-fluoro-2-phenyl-1H-benzo[d]imidazole ClC1=CC2=C(NC(=N2)C2=CC=CC=C2)C=C1F